BrC1=CC2=C([C@H](CCN(C2)C(=O)OC(C)(C)C)NC(=O)C2=NOC(=N2)C(C)(C)C)C=C1 |r| tert-butyl (SR)-8-bromo-5-[(5-tert-butyl-1,2,4-oxadiazole-3-carbonyl)amino]-1,3,4,5-tetrahydro-2-benzazepine-2-carboxylate